S1C(=NC2=C1C=CC=C2)C(CCC(=O)C2=CC=CC=C2)CC(CCl)Cl 4-(benzo[d]thiazol-2-yl)-6,7-dichloro-1-phenylheptan-1-one